C[C@@H]1C(N[C@H]2C=3[C@@](CC[C@@H]12)(C=CC(C3C)=O)C)=O (3S,3aS,5aS,9bR)-3,5a,9-Trimethyl-1,3a,4,5,5a,9b-hexahydro-2H-benzo[g]indole-2,8(3H)-dione